Br[C@@H]1CCCC=2C(=CC=NC12)C |r| rac-8-bromo-4-methyl-5,6,7,8-tetrahydroquinoline